FC1CCN(CC1)C=1C=C(C=NC1C(F)(F)F)CN1[C@H](CNCC1)C (S)-1-((5-(4-fluoropiperidin-1-yl)-6-(trifluoromethyl)pyridin-3-yl)methyl)-2-methylpiperazine